1-(2-fluoro-3-vinylbenzyl)imidazolidin-2-one FC1=C(CN2C(NCC2)=O)C=CC=C1C=C